C(C#C)N1C2=CC=CC=C2C=2C=CC=CC12 9-(prop-2-yn-1-yl)-9H-carbazole